NC1=C(C(=NN1CC1C(C1)(F)F)C1=CC2=C(C(CO2)NC(C2=C(C=CC(=C2)F)OC)=O)C=C1)C#N N-(6-(5-amino-4-cyano-1-((2,2-difluorocyclopropyl)methyl)-1H-pyrazol-3-yl)-2,3-dihydrobenzofuran-3-yl)-5-fluoro-2-methoxybenzamide